6-hydroxy-2,4-hexanedione OCCC(CC(C)=O)=O